ClC(I)Cl Dichloromonoiodomethane